(R)-4-Fluoro-N-((1-(4-(hydroxyamino)-1-(1H-indol-6-yl)-4-oxobutan-2-yl)-1H-1,2,3-triazol-4-yl)methyl)benzamid FC1=CC=C(C(=O)NCC=2N=NN(C2)[C@H](CC2=CC=C3C=CNC3=C2)CC(=O)NO)C=C1